tert-butyl (3S,5S)-3-fluoro-5-[[4-[4-[2-fluoro-4-(2,2,2-trifluoroethylsulfonylamino)phenoxy]-2-methyl-thiazol-5-yl]pyrimidin-2-yl]amino]piperidine-1-carboxylate F[C@@H]1CN(C[C@H](C1)NC1=NC=CC(=N1)C1=C(N=C(S1)C)OC1=C(C=C(C=C1)NS(=O)(=O)CC(F)(F)F)F)C(=O)OC(C)(C)C